N-(3-oxa-9-azabicyclo[3.3.1]nonan-7-yl)-9-fluoro-1,2,4,5-tetrahydro-[1,4]oxazepino[4,5-a]indole-11-carboxamide C12COCC(CC(C1)NC(=O)C1=C3N(C=4C=CC(=CC14)F)CCOCC3)N2